C(C)C1=C(C=C(C(=C1C)Cl)C)O 2-ethyl-3,5-dimethyl-p-chlorophenol